2,3,4,5,6-penta(trifluoromethyl)phenol FC(C1=C(C(=C(C(=C1C(F)(F)F)C(F)(F)F)C(F)(F)F)C(F)(F)F)O)(F)F